2-nitroso-1,2,3,4-tetrahydroisoquinoline-3-carboxylic acid N(=O)N1CC2=CC=CC=C2CC1C(=O)O